3,5-bis[[(tert-butyl)dimethylsilyl]oxy]benzyl alcohol C(C)(C)(C)[Si](OC=1C=C(CO)C=C(C1)O[Si](C)(C)C(C)(C)C)(C)C